(1S,2R)-1-(3-fluorophenyl)-2-(hydroxymethyl)cyclopropane-1-carbonitrile FC=1C=C(C=CC1)[C@]1([C@@H](C1)CO)C#N